(R)-2-amino-N-((S)-1-(((S)-1-(3-benzyl-1,2,4-oxadiazol-5-yl)-2-(1H-indol-3-yl)ethyl)amino)-3-(4-hydroxy-2,6-dimethylphenyl)-1-oxopropan-2-yl)-5-guanidino-pentanamide N[C@@H](C(=O)N[C@H](C(=O)N[C@@H](CC1=CNC2=CC=CC=C12)C1=NC(=NO1)CC1=CC=CC=C1)CC1=C(C=C(C=C1C)O)C)CCCNC(=N)N